C(#N)C1=CC=C(C=C1)C1=CC=C(C=C1)CCCCCCC 4-Cyano-4'-heptyl-Biphenyl